C(C=C)(=O)N1C[C@@H](N(C[C@H]1C)C=1C2=C(N(C(N1)=O)C=1C(=NC=CC1C)C(C)C)C(=C(N=C2)C2=C(C=CC=C2O)F)F)C 4-((2S,5R,M)-4-acryloyl-2,5-dimethylpiperazin-1-yl)-8-fluoro-7-(6-hydroxy-2-fluoro-phenyl)-1-(4-methyl-2-isopropyl-pyridin-3-yl)pyrido[4,3-d]pyrimidin-2(1H)-one